2-(2-((5-(3-(aminomethyl)phenyl)benzo[1,2-b:3,4-b']Difuran-3-yl)methoxy)-4-methoxyphenyl)acetic acid ethyl ester C(C)OC(CC1=C(C=C(C=C1)OC)OCC=1C2=C(OC1)C1=C(OC=C1)C(=C2)C2=CC(=CC=C2)CN)=O